COC(=O)C=1C=CC(=NC1C1=NC2=C(N1C)C=CC(=C2)C(F)(F)F)C(=N)N 5-Methoxycarbonyl-6-[1-Methyl-5-(Trifluoromethyl)Benzimidazole-2-yl]Pyridine-2-Carboxamidine